tert-butyl 3-((((benzyloxy)carbonyl)amino)methyl)-3-hydroxyazetidine-1-carboxylate C(C1=CC=CC=C1)OC(=O)NCC1(CN(C1)C(=O)OC(C)(C)C)O